NC/C(/COC1=CC=C(C=C1)S(=O)(=O)CC1CN(CCC1)C(=O)C1CCCC1)=C\F (E)-(3-(((4-((2-(aminomethyl)-3-fluoroallyl)oxy)phenyl)sulfonyl)methyl)piperidin-1-yl)(cyclopentyl)methanone